BrC=1C=CC(=C(C1)CN(C)C)N1CCN(CC1)C1CCC1 1-(5-bromo-2-(4-cyclobutylpiperazin-1-yl)phenyl)-N,N-dimethylmethanamine